[Si]=[Ti]=[Si] Titanium Silicide